6-hydroxy-2,3-dihydroxanthene-4-carbaldehyde OC=1C=C2OC3=C(CCC=C3CC2=CC1)C=O